FC(C(=O)O)(F)F.FC(C(=O)O)(F)F.NC1=NN2C(N=CC=C2)=C1C(=O)NC(C)C1=CC(=C2C=NNC2=C1OCCCN)Cl 2-Amino-N-{1-[7-(3-aminopropoxy)-4-chloro-1H-indazol-6-yl]ethyl}pyrazolo[1,5-a]pyrimidine-3-carboxamide bis(trifluoroacetate)